FC(OC1=C(C(=NN1C)C(F)(F)F)CO)F 5-(difluoromethoxy)-1-methyl-3-(trifluoromethyl)-1H-pyrazole-4-methanol